BrC1=C2C(=C(C(=C(C2=C(C2=C(C(=C(C(=C12)[2H])[2H])[2H])[2H])C1=C(C(=C(C=2OC3=C(C21)C(=C(C(=C3[2H])[2H])[2H])[2H])[2H])[2H])[2H])[2H])[2H])[2H])[2H] 1-(10-bromoanthracene-9-yl-1,2,3,4,5,6,7,8-d8)dibenzo[b,d]Furan-2,3,4,6,7,8,9-d7